CC=1N=C(C2=C(N1)OC=C2C(=O)NCCCN2CCOCC2)NC2(CC2)C methyl-4-[(1-methylcyclopropyl)amino]-N-[3-(morpholin-4-yl)propyl]furo[2,3-d]pyrimidine-5-carboxamide